tert-butyl (R)-3-((2-(2-aminoethyl)-6-chloro-3-oxo-7-(3-(pivaloyloxy)naphthalen-1-yl)-2,3-dihydro-4H-benzo[b][1,4]oxazin-4-yl)methyl)azetidine-1-carboxylate NCC[C@@H]1C(N(C2=C(O1)C=C(C(=C2)Cl)C2=CC(=CC1=CC=CC=C21)OC(C(C)(C)C)=O)CC2CN(C2)C(=O)OC(C)(C)C)=O